(3-Cyano-4-fluorophenyl)-1-(3-methoxybicyclo[1.1.1]pent-1-yl)-1-((5-(trifluoromethyl)-1H-pyrazol-3-yl)methyl)urea C(#N)C=1C=C(C=CC1F)NC(N(CC1=NNC(=C1)C(F)(F)F)C12CC(C1)(C2)OC)=O